CC1=CC=C(C=C1)SP(C1=CC=CC=C1)(C1=CC=CC=C1)=O p-methylphenyl-thio-diphenyl-phosphine oxide